ClC1=CC=C(C(=N1)C(=O)NS(=O)(=O)C)N[C@H](C)C=1C=C(C=C2C(N(C(=NC12)N1CCC(CC1)C1=C(C=NN1CC)F)C)=O)C (R)-6-chloro-3-((1-(2-(4-(1-ethyl-4-fluoro-1H-pyrazol-5-yl)piperidin-1-yl)-3,6-dimethyl-4-oxo-3,4-dihydroquinazolin-8-yl)ethyl)amino)-N-(methylsulfonyl)picolinamide